The molecule is a hydroxy fatty acyl-CoA that results from the formal condensation of the thiol group of coenzyme A with the carboxy group of 3-methyldodecanoic acid. It is a medium-chain fatty acyl-CoA and a methyl-branched fatty acyl-CoA. It is a conjugate acid of a 3-methyldodecanoyl-CoA(4-). CCCCCCCCCC(C)CC(=O)SCCNC(=O)CCNC(=O)[C@@H](C(C)(C)COP(=O)(O)OP(=O)(O)OC[C@@H]1[C@H]([C@H]([C@@H](O1)N2C=NC3=C(N=CN=C32)N)O)OP(=O)(O)O)O